3-methyl-5-(trifluoromethyl)pyrazine-2-carboxylic acid CC=1C(=NC=C(N1)C(F)(F)F)C(=O)O